2,5-Dimethyl-2,5-di-(tert-butylperoxy)hexane CC(C)(CCC(C)(OOC(C)(C)C)C)OOC(C)(C)C